5-(2-hydroxyphenyl)hexahydropyrrolo[3,4-c]pyrrol OC1=C(C=CC=C1)N1CC2C(C1)CNC2